4-(3-OXO-2-(PENT-2-ENYL)CYCLOPENTYL)BUTANOIC ACID O=C1C(C(CC1)CCCC(=O)O)CC=CCC